N[C@H](C(=O)N1[C@@H](C[C@H](C1)O)C(=O)NCC1=C(C=C(C=C1)C#C)OCCCOC)C(C)(C)C (2S,4R)-1-((S)-2-amino-3,3-dimethylbutanoyl)-N-(4-ethynyl-2-(3-methoxypropoxy)benzyl)-4-hydroxypyrrolidine-2-carboxamide